(S)-3-chloro-5-(3-(2-chloro-7-(1-methoxyethyl)pyrazolo[1,5-a]pyrimidin-6-yl)ureido)-N-methylpicolinamide ClC=1C(=NC=C(C1)NC(=O)NC=1C=NC=2N(C1[C@H](C)OC)N=C(C2)Cl)C(=O)NC